4-((4-(2,2-difluoroethyl)-2-(4-(methoxycarbonyl)-3-propionamidophenyl)piperazin-1-yl)methyl)-5-methoxy-7-methyl-1H-indole-1-carboxylate FC(CN1CC(N(CC1)CC1=C2C=CN(C2=C(C=C1OC)C)C(=O)[O-])C1=CC(=C(C=C1)C(=O)OC)NC(CC)=O)F